(1S,2S)-2-fluoro-N-(6-(2-oxo-2,3-dihydrobenzo[d]thiazol-5-yl)imidazo[1,2-a]pyridin-2-yl)cyclopropane-1-carboxamide F[C@@H]1[C@@H](C1)C(=O)NC=1N=C2N(C=C(C=C2)C=2C=CC3=C(NC(S3)=O)C2)C1